(R)-N-(1,1-dioxido-2,3-dihydrothiophen-3-yl)-2-methoxy-6-(tetrahydro-2H-pyran-4-yl)nicotinamide O=S1(C[C@@H](C=C1)NC(C1=C(N=C(C=C1)C1CCOCC1)OC)=O)=O